3-(4-(aminomethyl)phenyl)-6-((1-(2-chloro-4-(thiophen-3-yl)benzyl)-4-hydroxypiperidin-4-yl)methyl)-2-methyl-2,6-dihydro-7H-pyrazolo[4,3-d]pyrimidin-7-one dihydrochloride Cl.Cl.NCC1=CC=C(C=C1)C=1N(N=C2C1N=CN(C2=O)CC2(CCN(CC2)CC2=C(C=C(C=C2)C2=CSC=C2)Cl)O)C